iso-butyl propionate (propyl isobutyrate) C(CC)C(C(=O)O)(C)C.C(CC)(=O)OCC(C)C